CC1=C(C=2C(=N[C@H](C=3N(C2S1)C(=NN3)C)C)C3=CC=C(C=C3)C3=CC(=CC=C3)NC(=O)C=3OC1=C(C3)C=CC=C1)C (S)-N-(4'-(2,3,6,9-tetramethyl-6H-thieno[3,2-f][1,2,4]triazolo[4,3-a][1,4]diazepin-4-yl)-[1,1'-biphenyl]-3-yl)benzofuran-2-carboxamide